N(=[N+]=[N-])CCOCCOCCOCCOCCOC=1C=C2C=CC(=CC2=CC1)C1=CC=C(C=C1)[C@H](CC(=O)O)NC(CNC(CCCNC1=NC=CC(=C1)C)=O)=O (S)-3-(4-(6-((14-azido-3,6,9,12-tetraoxatetradecyl)oxy)naphthalen-2-yl)phenyl)-3-(2-(4-((4-methylpyridin-2-yl)amino)butanamido)acetamido)propanoic acid